CCC(C)C1=CC=C(C=C1)N(C2=CC=C(C=C2)Br)C3=CC=C(C=C3)Br 4-bromo-N-(4-bromophenyl)-N-(4-(sec-butyl)phenyl)aniline